1-((3S,4r)-1-((S)-2-methoxypropyl)-4-phenylpyrrolidin-3-yl)-3-(2-phenyl-2,4,5,6-tetrahydrocyclopenta[c]pyrazol-3-yl)urea CO[C@H](CN1C[C@H]([C@@H](C1)C1=CC=CC=C1)NC(=O)NC1=C2C(=NN1C1=CC=CC=C1)CCC2)C